(2S,4S)-4-fluoro-1-[2-[4-[(6-methyl-3-quinolyl)amino]-1-piperidyl]acetyl]pyrrolidine-2-carbonitrile F[C@H]1C[C@H](N(C1)C(CN1CCC(CC1)NC=1C=NC2=CC=C(C=C2C1)C)=O)C#N